6-chloro-N-[5-(difluoromethoxy)-4,6-dimethoxy-pyrimidin-2-yl]-7-pyrazin-2-yl-1H-indole-3-sulfonic acid amide ClC1=CC=C2C(=CNC2=C1C1=NC=CN=C1)S(=O)(=O)NC1=NC(=C(C(=N1)OC)OC(F)F)OC